ClC1=C(C=C(C=C1)F)C1NC(C2=C3C(=CC(=C12)NC(C1=CC(=CC(=C1)C(F)(F)F)F)=O)N(C(N3C)=O)CC(F)(F)F)=O N-(6-(2-chloro-5-fluorophenyl)-1-methyl-2,8-dioxo-3-(2,2,2-trifluoroethyl)-1,2,3,6,7,8-hexahydroimidazo[4,5-e]isoindol-5-yl)-3-fluoro-5-(trifluoromethyl)benzamide